1,1,1-trichloro-6-iodohexane ClC(CCCCCI)(Cl)Cl